ClC1=C(C=C(C=C1)F)C1(NC(C=2C3=C(C=C(C12)NC(C1=CC(=CC(=C1)C(F)(F)F)F)=O)C=CC(=C3)F)=O)O N-[3-(2-chloro-5-fluorophenyl)-8-fluoro-3-hydroxy-1-oxo-2,3-dihydro-1H-benzo[e]isoindol-4-yl]-3-fluoro-5-(trifluoromethyl)benzamide